C(C)(C)SSC methyl isopropyl disulphide